2-((S)-4-((R)-2-(3-(Dimethylamino)azetidin-1-yl)-7-(7-fluoro-3,4-dihydroquinolin-1(2H)-yl)-5,6,7,8-tetrahydroquinazolin-4-yl)piperazin-2-yl)acetonitrile CN(C1CN(C1)C1=NC=2C[C@@H](CCC2C(=N1)N1C[C@@H](NCC1)CC#N)N1CCCC2=CC=C(C=C12)F)C